C(CCCCCCC\C=C/CCCCCCCC)(=O)C1C(CCCC1=O)=O 2-oleoyl-1,3-cyclohexanedione